C(C=C)OC1(CC1)CO (1-(allyloxy)cyclopropyl)methanol